bis((7-(4-(4-(benzo[b]thiophen-4-yl)piperazin-1-yl)butoxy)-2-oxo-3,4-dihydroquinolin-1(2H)-yl)methyl)adipate S1C2=C(C=C1)C(=CC=C2)N2CCN(CC2)CCCCOC2=CC=C1CCC(N(C1=C2)COC(CCCCC(=O)OCN2C(CCC1=CC=C(C=C21)OCCCCN2CCN(CC2)C2=CC=CC=1SC=CC12)=O)=O)=O